N,N-dimethyl-3-{[(9Z,12Z)-octadeca-9,12-dien-1-yloxy]methyl}dodecan-1-amine CN(CCC(CCCCCCCCC)COCCCCCCCC\C=C/C\C=C/CCCCC)C